3-(((1r,4r)-4-((8-isopropyl-2-(methylthio)pyrazolo[1,5-a][1,3,5]triazine-4-yl)amino)cyclohexane-1-carbonyl)oxy)pyrrolidine-1-carboxylic acid benzyl ester C(C1=CC=CC=C1)OC(=O)N1CC(CC1)OC(=O)C1CCC(CC1)NC1=NC(=NC=2N1N=CC2C(C)C)SC